C1=CC=C2C(=C1)C=CC3=C2C=CC=C3O phenanthrol